FC(C=1C=C(COC(=O)NC2CCC3=CC(=CC=C23)/C=C/C(=O)OCC)C=C(C1)C(F)(F)F)(F)F ethyl (E)-3-(1-((((3,5-bis(trifluoromethyl)benzyl)oxy)carbonyl)amino)-2,3-dihydro-1H-inden-5-yl)acrylate